(1-(1-(cis-4-(tert-butyl)cyclohexyl)piperidin-4-yl)-3-((hydroxyimino)methyl)-1H-pyrrolo[2,3-b]pyridin-2-yl)methyl carbamate C(N)(OCC1=C(C=2C(=NC=CC2)N1C1CCN(CC1)[C@@H]1CC[C@@H](CC1)C(C)(C)C)C=NO)=O